7,8-Dihydroxy-2-(4-(4-morpholinobutoxy)phenyl)-4H-chromen-4-one hydrochloride Cl.OC1=CC=C2C(C=C(OC2=C1O)C1=CC=C(C=C1)OCCCCN1CCOCC1)=O